(5S)-2-[2-(4-Methylphenyl)ethyl]-3-oxo-2,3,5,6,7,8-hexahydro[1,2,4]triazolo[4,3-a]pyridin CC1=CC=C(C=C1)CCN1N=C2N(CCCC2)C1=O